Pyrazolo[1,5-a][1,4]Diazepine-2-carboxylic acid tert-butyl ester C(C)(C)(C)OC(=O)C=1NN2C(=CN=CC=C2)C1